2,5-Bis(nonyldisulfanyl)-1,3,4-thiadiazole C(CCCCCCCC)SSC=1SC(=NN1)SSCCCCCCCCC